(2S,3S)-2-amino-3-methyl-N-(2-morpholinoethyl)-pentanamide N[C@H](C(=O)NCCN1CCOCC1)[C@H](CC)C